C(CCCCC)C(CCO)CCCCCC 3-hexylnonan-1-ol